CC=1C(=C2C(=NC1C(F)(F)F)CC(C2)C)N 3,6-dimethyl-2-(trifluoromethyl)-6,7-dihydro-5H-cyclopenta[b]pyridin-4-amine